(S)-1-(7-(8-bromo-7-fluoro-3-hydroxynaphthalen-1-yl)-8-fluoro-2-(((2R,7aS)-2-fluorohexahydro-1H-pyrrolizin-7a-yl)methoxy)pyrido[4,3-d]pyrimidin-4-yl)-3-methylpiperidin-3-ol BrC=1C(=CC=C2C=C(C=C(C12)C1=C(C=2N=C(N=C(C2C=N1)N1C[C@](CCC1)(O)C)OC[C@]12CCCN2C[C@@H](C1)F)F)O)F